1-(3-chloro-4-(S-methylsulfonyl)phenyl)-3-((S)-2-(4-fluoro-3,5-dimethylphenyl)-4-methyl-4,5,6,7-tetrahydro-2H-pyrazolo[4,3-c]pyridin-3-yl)-1,3-dihydro-2H-imidazol-2-one ClC=1C=C(C=CC1S(=O)(=O)C)N1C(N(C=C1)C=1N(N=C2C1[C@@H](NCC2)C)C2=CC(=C(C(=C2)C)F)C)=O